BrC1=C(C=C(C(=C1)Cl)OC)S(=O)(=O)N[C@@H](C(=O)OC)CCCC methyl (R)-2-(2-bromo-4-chloro-5-methoxyphenylsulfonylamino)hexanoate